C(C)(C)(C)OC(=O)N1C(CCCC1)C=1OC(=NN1)N1CC(C1)C(F)(F)F 2-{5-[3-(trifluoromethyl)azetidin-1-yl]-1,3,4-oxadiazol-2-yl}piperidine-1-carboxylic acid tert-butyl ester